OC1=C(C=CC=C1)C(CCCCCCCC)C1=C(C=CC=C1)O 1,1-bis(2-hydroxyphenyl)nonane